8-Chloro-5-(prop-2-yn-1-yloxy)-1-[trans-4-(pyridin-2-yloxy)cyclohexyl]-5,6-dihydro-4H-[1,2,4]triazolo[4,3-a][1]benzazepin ClC=1C=CC2=C(CC(CC=3N2C(=NN3)[C@@H]3CC[C@H](CC3)OC3=NC=CC=C3)OCC#C)C1